bis-(2-hydroxyethyl)-iminotris(hydroxymethyl)-methane OCCC(O)(C(C(O)=N)CO)CCO